tert-butyl 4-(((5-(methylthio) pyrimidin-2-yl) amino) methyl)-2-oxopyrrolidine-1-carboxylate CSC=1C=NC(=NC1)NCC1CC(N(C1)C(=O)OC(C)(C)C)=O